phenyl(phenylnaphthyl)anthracene-d8 C1(=CC=CC=C1)C1=C2C(=C(C(=C(C2=C(C=2C(=C(C(=C(C12)[2H])[2H])[2H])[2H])[2H])[2H])[2H])[2H])C1=C(C=CC2=CC=CC=C12)C1=CC=CC=C1